ClC=CC(Cl)Cl 1,3,3-trichloropropene